2-(4-(3-amino-6-chloropyridazin-4-yl)-1H-pyrazol-1-yl)acetic acid NC=1N=NC(=CC1C=1C=NN(C1)CC(=O)O)Cl